2-acetyl-8-(4-chloro-2-fluorophenyl)-7-methyl-5-(4-(trifluoromethyl)benzyl)-2,5,8-triazaspiro[3.5]-nonane-6,9-dione C(C)(=O)N1CC2(C1)N(C(C(N(C2=O)C2=C(C=C(C=C2)Cl)F)C)=O)CC2=CC=C(C=C2)C(F)(F)F